methyl-(propanal) CC(C=O)C